FC(OC1=NC(=CC=C1NC(N(C1CCNCC1)C1=C(C=CC=C1)C(C)C)=O)C)F 3-(2-(difluoromethoxy)-6-methylpyridin-3-yl)-1-(2-isopropylphenyl)-1-(piperidin-4-yl)urea